CC1(CCN(S1(=O)=O)[C@@H]1CC(CN(C1)C(=O)OC1=NC=C(C=C1)Cl)(F)F)C 5-chloropyridin-2-yl (R)-5-(5,5-dimethyl-1,1-dioxidoisothiazolidin-2-yl)-3,3-difluoropiperidine-1-carboxylate